2-(2,6-dioxopiperidin-3-yl)-5-((6-(4-(4-(8-morpholinoquinoxalin-2-yl)-1H-pyrazol-1-yl)piperidin-1-yl)-6-oxohexyl)amino)isoindoline-1,3-dione O=C1NC(CCC1N1C(C2=CC=C(C=C2C1=O)NCCCCCC(=O)N1CCC(CC1)N1N=CC(=C1)C1=NC2=C(C=CC=C2N=C1)N1CCOCC1)=O)=O